tris(4-aminophenyl)-phosphate NC1=CC=C(C=C1)OP(=O)(OC1=CC=C(C=C1)N)OC1=CC=C(C=C1)N